ClCCCOC=1C=CC=2C3CC[C@]4(C(C3CCC2C1)CCC41OCCCO1)C (13S)-3-(3-Chloropropoxy)-13-methyl-6,7,8,9,11,12,13,14,15,16-decahydrospiro[cyclopenta[a]phenanthrene-17,2'-[1,3]dioxane]